ClC=1C=CC2=C(N3C(=CC4=CC=CC=C34)C3C(=N2)N(C(C3)=O)C)C1 7-Chloro-11-methyl-13,13a-dihydrobenzo[2,3]pyrrolo[2',3':5,6][1,4]diazepino[1,7-a]indol-12(11H)-one